CN(CCCC1C=CC=C1)C 5-(3-(dimethylamino)propyl)-1,3-cyclopentadiene